7-Pentyl-3,4-dihydro-2H-chromen-5-ol C(CCCC)C=1C=C(C=2CCCOC2C1)O